di(eicosanyl) ketone C(CCCCCCCCCCCCCCCCCCC)C(=O)CCCCCCCCCCCCCCCCCCCC